(S)-5-(2-fluoro-4-(trifluoromethyl)phenyl)-4-methyl-N-(2-(1-methylpyrrolidin-2-yl)ethyl)pyrimidin-2-amine (bis-fumarate) C(\C=C\C(=O)O)(=O)O.C(\C=C\C(=O)O)(=O)O.FC1=C(C=CC(=C1)C(F)(F)F)C=1C(=NC(=NC1)NCC[C@H]1N(CCC1)C)C